The molecule is a 2-oxo monocarboxylic acid and an epsilon-amino acid. It has a role as a human metabolite. It derives from a hexanoic acid. It is a tautomer of a 6-amino-2-oxohexanoic acid zwitterion. C(CCN)CC(=O)C(=O)O